ClC=1C=C(C=C(C1)Cl)N1C(OC(C1=O)(C=C)C)=O 3-(3,5-dichlorophenyl)-5-methyl-5-vinyl-1,3-oxazolidine-2,4-dione